FC1=CC=C(C=C1)[C@@H]1N(CCC2=CC=CC=C12)C(=O)[C@@H]1OC[C@@H]([C@H](C1)NC(OC(C)(C)C)=O)[S@](=O)(=N)C tert-butyl ((2R,4S,5R)-2-((S)-1-(4-fluorophenyl)-1,2,3,4-tetrahydroisoquinoline-2-carbonyl)-5-((S)-S-methylsulfonimidoyl)tetrahydro-2H-pyran-4-yl)carbamate